COC=1C(=C(C=CC1)[Si](OC)(OC)C1=C(C(=CC=C1)OC)OC)OC bis-(dimethoxyphenyl)dimethoxysilane